C1(CC1)C1=NC=NC(=C1C1=NC(=C2NC=NC2=N1)NCC1=C(C=C(C=C1)C=1N(C=C(N1)C(F)(F)F)C(C)C)F)OC 2-(4-cyclopropyl-6-methoxypyrimidin-5-yl)-N-(2-fluoro-4-(1-isopropyl-4-(trifluoromethyl)-1H-imidazol-2-yl)benzyl)-7H-purin-6-amine